N=1N(N=C2C1C=CC=C2)C2=C(C=CC(=C2)C(C)(C)CC(C)(C)C)O 2-(2H-benzotriazol-2-yl)-4-tert-octylphenol